2-(4-ethyl-3-piperidyl)-4-(4-methoxyphenyl)pyridinevaleric acid tellurium [Te].C(C)C1C(CNCC1)C1(NC=CC(=C1)C1=CC=C(C=C1)OC)CCCCC(=O)O